(triphenylenyl)(dibenzoselenophenyl)benzene C1(=CC=CC=2C3=CC=CC=C3C3=CC=CC=C3C12)C1=C(C=CC=C1)C1=CC=CC=2[Se]C3=C(C21)C=CC=C3